1-benzyl 2-(tert-butyl) (1R,2R,3S)-3-(((di-tert-butoxyphosphoryl)oxy)methyl)cyclopropane-1,2-dicarboxylate C(C)(C)(C)OP(=O)(OC(C)(C)C)OC[C@@H]1[C@H]([C@@H]1C(=O)OCC1=CC=CC=C1)C(=O)OC(C)(C)C